C12CN(CC2C1)C1=NC(=CC(=N1)C1(C(C(=O)N)C=CC(=C1)NS(=O)(=O)CCO)C1=CCC2(CC2)CC1)C 2-(3-azabicyclo[3.1.0]hexane-3-yl-6-methylpyrimidin-4-yl)-4-((2-hydroxyethyl)sulfonylamino)-2-{spiro[2.5]oct-5-en-6-yl}benzamide